3-Amino-4-(7-fluoro-1H-indazol-4-yl)-7-(1H-pyrazol-5-yl)-1H-1,5-naphthyridin-2-one NC=1C(NC2=CC(=CN=C2C1C1=C2C=NNC2=C(C=C1)F)C1=CC=NN1)=O